ClC=1C=C(C=CC1F)C(C=1NC(=C(N1)S(=O)(=O)C)C)OCC1CC(C1)C1=CC=CC=C1 2-[(3-chloro-4-fluorophenyl)-[(3-phenylcyclobutyl)methoxy]methyl]-5-methyl-4-methylsulfonyl-1H-imidazole